FC(CN1N=CC=2C1=NC(=CN2)N2C(N(C1(C2=O)CCN(CC1)C(=O)OC(C)(C)C)CC)=O)F tert-butyl 3-(1-(2,2-difluoroethyl)-1H-pyrazolo[3,4-b]pyrazin-6-yl)-1-ethyl-2,4-dioxo-1,3,8-triazaspiro[4.5]decane-8-carboxylate